NC1=C(C(=CC2=CC(=C(C(=C12)O)N=NC1=CC=CC=C1)S(=O)(=O)[O-])S(=O)(=O)[O-])N=NC1=CC=C(C=C1)[N+](=O)[O-] 4-amino-5-hydroxy-3-[(4-nitrophenyl)diazenyl]-6-phenyldiazenylnaphthalene-2,7-disulfonate